4-(3-methoxybenzyl)-8-(1H-pyrrolo[2,3-b]pyridin-5-yl)-3,4-dihydro-1,4-benzoxazepin-5(2H)-one COC=1C=C(CN2CCOC3=C(C2=O)C=CC(=C3)C=3C=C2C(=NC3)NC=C2)C=CC1